CSC1=NC=2N(C(=N1)NCC=1NC(=CN1)C1=CC=C(C=C1)OC(F)(F)F)N=CC2C(F)(F)F 2-(methylsulfanyl)-N-({5-[4-(trifluoromethoxy)phenyl]-1H-imidazol-2-yl}methyl)-8-(trifluoromethyl)pyrazolo[1,5-a][1,3,5]triazin-4-amine